CC=1C(=CC=C2C=CC=NC12)CCNC(OC(C)(C)C)=O Tert-butyl (2-(8-methylquinolin-7-yl)ethyl)carbamate